ClC1=CC=C(C=C1)C1=NC(=NC(=N1)C(Cl)(Cl)Cl)C(Cl)(Cl)Cl 2-(p-chlorophenyl)-4,6-Bis(trichloromethyl)-s-triazine